O1COC2=C1C=CC(=C2)/C=C/C(=O)N(C2=NNC=C2)CCSC (E)-3-(1,3-benzodioxol-5-yl)-N-(2-methylsulfanylethyl)-N-(1H-pyrazol-3-yl)prop-2-enamide